C(CCC)NC1CC=CN2CCCNC2C1NCCCC 5,6-dibutylamino-1,8-diazabicyclo(5.4.0)Undecene